1-(1-(1H-imidazol-4-yl)ethyl)-4-((S)-3-hydroxypyrrolidin-1-yl)-7-(trifluoromethyl)quinazolin-2(1H)-one N1C=NC(=C1)C(C)N1C(N=C(C2=CC=C(C=C12)C(F)(F)F)N1C[C@H](CC1)O)=O